(2RS)-4,4-difluoro-2-(4-fluorophenyl)-N-{4-[4-{[(3S)-oxolan-3-yl]oxy}-7-(pyridin-2-yl)-5H-pyrrolo[3,2-d]pyrimidin-6-yl]pyridin-2-yl}butanamide FC(C[C@@H](C(=O)NC1=NC=CC(=C1)C1=C(C=2N=CN=C(C2N1)O[C@@H]1COCC1)C1=NC=CC=C1)C1=CC=C(C=C1)F)F |&1:3|